[N+](=O)([O-])C([N+](=O)[O-])C1=CC=CC=C1 dinitromethylbenzene